N-(3-(4-amino-5-(3-fluoro-4-((6-methylpyridin-2-yl)oxy)phenyl)-7,8-dihydro-6H-Imidazo[1',2':1,5]pyrrolo[2,3-d]pyrimidin-6-yl)phenyl)acrylamide NC=1C2=C(N=CN1)N1C(=C2C2=CC(=C(C=C2)OC2=NC(=CC=C2)C)F)N(CC1)C=1C=C(C=CC1)NC(C=C)=O